5-(3,3-dimethyl-2-oxo-1-(pyrimidin-2-yl)-2,3-dihydro-1H-pyrrolo[2,3-b]pyridin-4-yl)-2-(trifluoromethyl)benzoic acid methyl ester COC(C1=C(C=CC(=C1)C1=C2C(=NC=C1)N(C(C2(C)C)=O)C2=NC=CC=N2)C(F)(F)F)=O